C12NCC(C1)(C2)C=2NC(C1=C(N2)N(CCC1)C)=O 2-(2-azabicyclo[2.1.1]hexane-4-yl)-8-methyl-5,6,7,8-tetrahydropyrido[2,3-d]pyrimidin-4(3H)-one